C(C)N1N=CC(=C1)CC=1C(=NOC1)C1=C(C=C(C=C1)F)C(C)O 1-(2-{4-[(1-ethyl-1H-pyrazol-4-yl)methyl]-1,2-oxazol-3-yl}-5-fluorophenyl)ethan-1-ol